6-bromo-7-((2-methoxyethoxy)methoxy)-3,4-dihydroquinolin-2(1H)-one BrC=1C=C2CCC(NC2=CC1OCOCCOC)=O